BrC1=CC=2C(C3=CC=CC=C3C2C=C1)(O)C1=C(C=C(C(=C1)C1=CC=CC=C1)Br)C1=CC=CC=C1 2-bromo-9-(5'-bromo-[1,1':4',1''-terphenyl]-2'-yl)-9H-fluoren-9-ol